ClC=1C(=NC(=NC1)OC(C)C)NC1=C(C=CC=C1)P(C)(C)=O (2-((5-Chloro-2-isopropoxypyrimidin-4-yl)amino)phenyl)dimethylphosphine oxide